6-(2-(methylamino)ethyl)-5,6,7,8-tetrahydro-1,6-naphthyridin-2-amine CNCCN1CC=2C=CC(=NC2CC1)N